5'-O-(4,4'-dimethoxytrityl)-2'-fluoro-N2-isobutyryldeoxyguanosine-3'-yl 2-((3,4,5-tris(octadecyloxy)benzoyl)oxy)acetate C(CCCCCCCCCCCCCCCCC)OC=1C=C(C(=O)OCC(=O)O[C@@]2([C@H]([C@@H](O[C@@H]2COC(C2=CC=C(C=C2)OC)(C2=CC=C(C=C2)OC)C2=CC=CC=C2)N2C=NC=3C(=O)NC(NC(C(C)C)=O)=NC23)F)O)C=C(C1OCCCCCCCCCCCCCCCCCC)OCCCCCCCCCCCCCCCCCC